C(C)(C)OC(=O)C(CC(=O)O)C(CC(=O)O)C(=O)OC(C)C 3,4-bis(isopropoxycarbonyl)adipic acid